1-(4-(2-(5-chloro-1H-pyrrolo[2,3-b]pyridin-1-yl)ethyl)piperazin-1-yl)-2-(2,4-difluorophenyl)-3-(1H-1,2,4-triazol-1-yl)propan-2-ol ClC=1C=C2C(=NC1)N(C=C2)CCN2CCN(CC2)CC(CN2N=CN=C2)(O)C2=C(C=C(C=C2)F)F